C(=O)(C(O)C(O)C(=O)O)OCC[N+](C)(C)C Cholin Bitartrate